1-(4-iodo-2,5-dimethoxyphenyl)-2-propanamine IC1=CC(=C(C=C1OC)CC(C)N)OC